2-[4-(2-amino-6-methyl-pyrimidin-4-yl)-1,4-oxazepan-3-yl]benzonitrile NC1=NC(=CC(=N1)N1C(COCCC1)C1=C(C#N)C=CC=C1)C